BrCC1C(C1)(F)F 1-bromomethyl-2,2-difluoro-cyclopropane